5-(4-((5-(2-cyclopropyl-2-oxoacetamido)isothiazol-3-yl)methyl)piperazin-1-yl)-N,6-dimethylpicolinamide C1(CC1)C(C(=O)NC1=CC(=NS1)CN1CCN(CC1)C=1C=CC(=NC1C)C(=O)NC)=O